(S)-6-(cyclopropanecarboxamido)-4-((2-methoxy-3-(1-(tetrahydro-2H-pyran-3-yl)-1H-pyrazol-3-yl)phenyl)amino)nicotinamide C1(CC1)C(=O)NC1=NC=C(C(=O)N)C(=C1)NC1=C(C(=CC=C1)C1=NN(C=C1)[C@@H]1COCCC1)OC